FC1=CC(=C(C=C1)C=1C2=C(C(=NC1C=1SC=3CNCCC3N1)C=1C=C3CCN(CC3=CC1)C(=O)OC(C)(C)C)C=CS2)OC tert-butyl 6-[7-(4-fluoro-2-methoxy-phenyl)-6-(4,5,6,7-tetrahydrothiazolo[5,4-c]pyridin-2-yl)thieno[3,2-c]pyridin-4-yl]-3,4-dihydro-1H-isoquinoline-2-carboxylate